(E)-N'-(phenyl-(pyridin-2-yl)methylene)azetidine-1-carbothiohydrazide C1(=CC=CC=C1)/C(=N\NC(=S)N1CCC1)/C1=NC=CC=C1